NCCC[C@@H](C(=O)NC)NC(=O)C=1N=C(SC1)C1=CC=C(C=C1)C (S)-N-(5-amino-1-(methylamino)-1-oxopentan-2-yl)-2-(p-tolyl)thiazole-4-carboxamide